7-(4-bromo-3-methyl-benzoyl)-2-[4-(cyclopropoxy)phenyl]-6-methyl-3-oxo-N-[(2-pyrimidin-4-ylphenyl)methyl]-6,8-dihydro-5H-imidazo[1,5-a]pyrazine-1-carboxamide BrC1=C(C=C(C(=O)N2CC=3N(CC2C)C(N(C3C(=O)NCC3=C(C=CC=C3)C3=NC=NC=C3)C3=CC=C(C=C3)OC3CC3)=O)C=C1)C